C(C1=CC=CC=C1)(=O)[C@]1([C@](C(=O)OC1=O)(O)C(C1=CC=CC=C1)=O)O (-)-dibenzoyl-L-tartaric acid anhydride